2-(methylcarbamoyl)-6-(1-phenylethyl)isonicotinic acid CNC(=O)C=1C=C(C(=O)O)C=C(N1)C(C)C1=CC=CC=C1